C[C@@H]1CN(C[C@@H](N1)C)C=1N=C2C(=NC1)N=C(C=C2)C2=CC1=CN(N=C1C(=C2O)C)C 5-{2-[(3R,5S)-3,5-dimethylpiperazin-1-yl]pyrido[2,3-b]pyrazin-6-yl}-2,7-dimethylindazol-6-ol